N-[rac-(1S,2S)-2-(2,4-dichlorophenyl)cyclobutyl]-2-(trifluoromethyl)-nicotinamide ClC1=C(C=CC(=C1)Cl)[C@H]1[C@H](CC1)NC(C1=C(N=CC=C1)C(F)(F)F)=O |r|